(5Z)-2-[[(1S)-2-Hydroxy-1-phenyl-ethyl]amino]-5-(1H-indazol-5-ylmethylene)-3-methyl-imidazol-4-one OC[C@H](C1=CC=CC=C1)NC1=N\C(\C(N1C)=O)=C/C=1C=C2C=NNC2=CC1